ClC=1C(=NC(=NC1)NC1CCOCC1)C1=CC=C2CN(C(C2=C1)=O)[C@@H](C(=O)N[C@H](CO)C1=CC(=NC=C1)OCC)C (2R)-2-(6-{5-chloro-2-[(oxan-4-yl)amino]pyrimidin-4-yl}-1-oxo-2,3-dihydro-1H-isoindol-2-yl)-N-[(1S)-1-(2-ethoxypyridin-4-yl)-2-hydroxyethyl]propanamide